2,6-difluorophenyl-urea FC1=C(C(=CC=C1)F)NC(=O)N